O1C=C(C=C1)C1=NC2=CC=C(C=C2C=C1)C 2-(furan-3-yl)-6-methylquinoline